S=C1NC(C2=C(N1CC=1C(=NC=CC1)[C@@H]1NCC[C@H](C1)C(F)(F)F)C=CN2)=O 2-Thioxo-1-((2-((2R,4R)-4-(trifluoromethyl)piperidin-2-yl)pyridin-3-yl)methyl)-1,2,3,5-tetrahydro-4H-pyrrolo[3,2-d]pyrimidin-4-one